3-methyl-4-pent-3-enyloxypentane-2,5-dione CC(C(C)=O)C(C=O)OCCC=CC